N-(6-aminohexyl)-4-((3-(4-(di-fluoromethoxy)phenyl)imidazo[1,2-a]pyrazin-8-yl)amino)-2-methylbenzamide hydrochloride Cl.NCCCCCCNC(C1=C(C=C(C=C1)NC=1C=2N(C=CN1)C(=CN2)C2=CC=C(C=C2)OC(F)F)C)=O